C(C)(C)NC=1SC(=C(N1)C)C1=NC(=NC=C1)NC1=NC=C(C=C1)N1CCN(CC1)C N-isopropyl-4-methyl-5-(2-((5-(4-methylpiperazin-1-yl)pyridin-2-yl)amino)pyrimidin-4-yl)thiazol-2-amine